OC=1C(=C(C(C(=O)OC)=CC1)C(=O)OC)[N+](=O)[O-] dimethyl 4-hydroxy-3-nitrophthalate